C(C=C)OC(CC[C@@H](C(=O)O)NC(CCCC(=O)NCCOCCOCCOCCN=[N+]=[N-])=O)=O (2S)-5-allyloxy-2-[[5-[2-[2-[2-(2-azidoethoxy)ethoxy]ethoxy]ethylamino]-5-oxo-pentanoyl]amino]-5-oxo-pentanoic acid